C(C)C1=C(C=CC=C1)NC(C(=O)NC1=C(C=CC=C1)OCC)=O N-(2-ethylphenyl)-N'-(2-ethoxyphenyl)oxalyl-diamine